BrC=1C=CC(=NC1)C=1C(=NC=CN1)C(C)N(C1=NC=NC2=C(C=C(C=C12)C(F)(F)F)Cl)C N-[1-[3-(5-bromo-2-pyridyl)pyrazin-2-yl]ethyl]-8-chloro-N-methyl-6-(trifluoromethyl)quinazolin-4-amine